1,4-naphthalendion C1(C=CC(C2=CC=CC=C12)=O)=O